C1(=CC=CC=C1)COC=1C=C(C=CC1OCC1=CC=CC=C1)/[13CH]=C/[13C](=O)C1=C(C=C(C=C1OCC1=CC=CC=C1)OCC1=CC=CC=C1)O (E)-3-[3,4-Bis(phenylmethoxy)phenyl]-1-[2-hydroxy-4,6-bis(phenylmethoxy)phenyl](1,3-13C2)prop-2-en-1-one